CN(C)CC=1C=C(C=C(C1)OCCCCCCC=CCC=CCC=CCCCCCCCC(=O)[O-])OCCCCCCC=CCC=CC\C=C/CCCCCCCC(=O)[O-] (Z)-((5-((dimethylamino)methyl)-1,3-phenylene)bis(oxy))bis(butane-4,1-diyl)bis(octadeca-9,12,15-trienoate)